(S)-α-aminobenzenepropanoic acid N[C@H](C(=O)O)CC1=CC=CC=C1